(S)-3-amino-3-(3-bromo-5-(tert-butyl)phenyl)propionic acid ethyl ester C(C)OC(C[C@@H](C1=CC(=CC(=C1)C(C)(C)C)Br)N)=O